COC1=CC=C(C=C1)C1=C(N=CO1)C(=O)N1C[C@@]2(CC1)C=C(C(C(C2)(C)C)=O)C#N (5S)-2-[5-(4-methoxyphenyl)-1,3-oxazole-4-carbonyl]-9,9-dimethyl-8-oxo-2-azaspiro[4.5]dec-6-ene-7-carbonitrile